[Ti](Cl)(Cl)(Cl)Cl Titanium tetrachloride